2-Bromo-5-(hydroxymethyl)phenol BrC1=C(C=C(C=C1)CO)O